3-[(1S)-1-hydroxy-2-[(2R,4S)-4-[(4-methylsulfonylphenoxy)methyl]-2-methylpyrrolidin-1-yl]ethyl]benzonitrile O[C@H](CN1[C@@H](C[C@@H](C1)COC1=CC=C(C=C1)S(=O)(=O)C)C)C=1C=C(C#N)C=CC1